OC(C(=CP(O)O)CC)C1=CC=CC=C1 hydroxy-2-ethyl-3-phenylpropenylphosphonous acid